(decyloxy)(heptadec-1-en-7-yl)amine C(CCCCCCCCC)ONC(CCCCC=C)CCCCCCCCCC